2-chloro-5-(3-cyclopropyl-phenoxy)-N-[2-(2,4-dichlorophenyl)ethyl]pyridine-4-carboxamide ClC1=NC=C(C(=C1)C(=O)NCCC1=C(C=C(C=C1)Cl)Cl)OC1=CC(=CC=C1)C1CC1